C(C)(C)(C)OC(=O)N[C@H](C(=O)NC1(CCCCC1)C(=O)O)CCCN1C(=NC=C1)[N+](=O)[O-] (S)-1-(2-((tert-butoxycarbonyl)amino)-5-(2-nitro-1H-imidazol-1-yl)pentanamido)cyclohexane-1-carboxylic acid